benzyl ((9S,12S)-9-(4-(dipropylamino)butyl)-13-methyl-5,8,11-trioxo-2-oxa-4,7,10-triazatetradecan-12-yl)carbamate C(CC)N(CCCC[C@@H](C(NCC(NCOC)=O)=O)NC([C@H](C(C)C)NC(OCC1=CC=CC=C1)=O)=O)CCC